[NH4+].NCCNC1=CC(=NC(=N1)C)NC=1SC(=CN1)C(=O)NC1=C(C=CC=C1C)Cl 2-((6-((2-aminoethyl)amino)-2-methylpyrimidin-4-yl)amino)-N-(2-chloro-6-methylphenyl)thiazole-5-carboxamide ammonium salt